5-METHYL-2-PROPOXYPHENYLBORONIC ACID CC=1C=CC(=C(C1)B(O)O)OCCC